CC1=C(C(=C(C=C1)O)C(C)(C)C)C dimethylt-butylphenol